ClC1=C(C(N(C(N1CC#CC1=CC(=CC=C1)O)=O)C)=O)NC(CCC=1C=NC=CC1)=O N-(6-chloro-1-(3-(3-hydroxyphenyl)prop-2-yn-1-yl)-3-methyl-2,4-dioxo-1,2,3,4-tetrahydropyrimidin-5-yl)-3-(pyridin-3-yl)propanamide